CC12C3C2CC(C1(C)CC\C=C(/CO)\C)C3 (Z)-5-(2,3-dimethyltricyclo[2.2.1.02,6]hept-3-yl)-2-methylpent-2-en-1-ol